ClC1=CC=C(C=C1)SCCCN1C(NC2=C1C=CC=C2)=O (3-[3-(4-chlorophenyl)sulfanyl-propyl])-1H-benzimidazol-2-one